2-amino-1'-[5-cyano-2-[[1-[(dimethylamino)methyl]-2,2-difluoro-cyclopropyl]methoxy]-7H-pyrrolo[2,3-d]pyrimidin-4-yl]spiro[6H-thieno[2,3-c]thiophene-4,3'-azetidine]-3-carbonitrile NC1=C(C2=C(CSC23CN(C3)C=3C2=C(N=C(N3)OCC3(C(C3)(F)F)CN(C)C)NC=C2C#N)S1)C#N